C1(CC1)CNC=1N=CC2=C(N(C(C=3C=C(C=CC23)CN2CCOCC2)=O)C2CCC(CC2)(C)O)N1 trans-3-((Cyclopropylmethyl)amino)-5-(4-hydroxy-4-methylcyclohexyl)-8-(morpholinomethyl)pyrimido[4,5-c]isoquinolin-6(5H)-one